(6,6-dimethyl-5,7-dihydro-4H-1,3-benzothiazol-2-yl)methanol CC1(CC2=C(N=C(S2)CO)CC1)C